3-(1-(cyclohexylmethyl)-7'-oxo-2',3',7',9'-tetrahydro-8'H-spiro[piperidine-4,4'-pyrano[2,3-e]isoindol]-8'-yl)piperidine-2,6-dione C1(CCCCC1)CN1CCC2(CCOC3=C4CN(C(C4=CC=C32)=O)C3C(NC(CC3)=O)=O)CC1